C(C)C1COCCN1CC(=O)NC=1C=C(C(=NC1)C)NC(=O)C=1C=C2C(=NC1)NC(=C2)C=2C=NN(C2)C N-(5-(2-(3-ethylmorpholino)acetamido)-2-methylpyridin-3-yl)-2-(1-methyl-1H-pyrazol-4-yl)-1H-pyrrolo[2,3-b]pyridine-5-carboxamide